tert-butyl N-[4-[(5-amino-6H-thieno[3,2-b]azepine-7-carbonyl)-propyl-amino]but-2-ynyl]carbamate NC=1CC(=CC2=C(N1)C=CS2)C(=O)N(CC#CCNC(OC(C)(C)C)=O)CCC